[(1S)-1-[4-(o-tolyl)phenyl]ethyl] (2S)-2-(tert-butoxycarbonylamino)propanoate C(C)(C)(C)OC(=O)N[C@H](C(=O)O[C@@H](C)C1=CC=C(C=C1)C1=C(C=CC=C1)C)C